N-(3-bromo-4-cyanophenyl)-2-(4-((1-(2-(2,6-dioxopiperidin-3-yl)-1,3-dioxoisoindolin-5-yl)azetidin-3-yl)ethynyl)-1H-pyrazol-1-yl)-2-methylpropanamide BrC=1C=C(C=CC1C#N)NC(C(C)(C)N1N=CC(=C1)C#CC1CN(C1)C=1C=C2C(N(C(C2=CC1)=O)C1C(NC(CC1)=O)=O)=O)=O